(2S,3S,4R,5R,6S)-5-azido-6-methyl-2-[(9-tetrahydropyran-2-ylpurin-6-yl)amino]tetrahydropyran-3,4-diol N(=[N+]=[N-])[C@@H]1[C@H]([C@@H]([C@H](O[C@H]1C)NC1=C2N=CN(C2=NC=N1)C1OCCCC1)O)O